NC=1N=C(C(=NC1SC1=C(C(=NC=C1)N)Cl)C#N)N1CC(C2(CC1)[C@H](C1=CC=CC=C1C2)N)OC 5-amino-3-((1S)-1-amino-3'-methoxy-1,3-dihydrospiro[indene-2,4'-piperidine]-1'-yl)-6-((2-amino-3-chloropyridin-4-yl)sulfanyl)pyrazine-2-carbonitrile